BrC1=C2CCCC(C2=CC=C1)CCC(=O)OC(C)(C)C tert-butyl (2-(5-bromo-1,2,3,4-tetrahydronaphthalen-1-yl)ethyl)carbanate